CC1(CC(=CCC1)C=CC1=CC=C(C=C1)N1CCSCC1)C 5,5-dimethyl-3-(4-thiomorpholinylstyryl)cyclohex-2-en